5-(5-((2,8-dimethylimidazo[1,2-a]pyrazin-6-yl)carbamoyl)-4-ethoxypyrimidin-2-yl)hexahydropyrrolo[3,4-c]pyrrole-2(1H)-carboxylic acid tert-butyl ester C(C)(C)(C)OC(=O)N1CC2CN(CC2C1)C1=NC=C(C(=N1)OCC)C(NC=1N=C(C=2N(C1)C=C(N2)C)C)=O